FC1=C(CCN2[C@@H]([C@H]([C@@H]([C@H](C2)O)O)O)CO)C(=CC(=C1)N1CCOCC1)F (2R,3R,4R,5S)-1-(2,6-difluoro-4-morpholinophenethyl)-2-(hydroxymethyl)piperidine-3,4,5-triol